ClC1=CC(=C2CN(CC2=C1)C(=O)OC(C)(C)C)I tert-butyl (6-chloro-4-iodo-1,3-dihydroisoindol-2-yl)carboxylate